FC1C(CS(=O)(=O)C1(F)F)CF 4,5,5-trifluoro-3-(fluoromethyl)sulfolane